ClC1=CC=C2N=CC(=NC2=C1)C1OC1C=1OC(=CC1)[N+](=O)[O-] 7-chloro-2-(3-(5-nitrofuran-2-yl)oxiran-2-yl)quinoxaline